P(=O)(O)(O)O[C@H]1[C@H]([C@@H](O[C@@H]1CO)N1C=NC=2C(=O)NC(N)=NC12)O Guanosine-3'-monophosphate